o-phenylphenoxyethyl(methyl)acrylate C1(=CC=CC=C1)C1=C(OCCOC(C(=C)C)=O)C=CC=C1